Methyl 3-chloro-6-(4-(difluoromethoxy) phenyl)-5-fluoropicolinate ClC=1C(=NC(=C(C1)F)C1=CC=C(C=C1)OC(F)F)C(=O)OC